N-[2-(2-oxo-7-azaspiro[3.5]nonan-7-yl)-5-(trifluoromethyl)-3-pyridyl]-5-tetrahydropyran-4-yl-furan-2-carboxamide O=C1CC2(C1)CCN(CC2)C2=NC=C(C=C2NC(=O)C=2OC(=CC2)C2CCOCC2)C(F)(F)F